C1(CC1)OC=1C(=CC(=C(C1)C=1CCNCC1)C)[N+](=O)[O-] 4-(5-cyclopropyloxy-2-methyl-4-nitrophenyl)1,2,3,6-tetrahydropyridine